N1N=CC2=C(C=CC=C12)CN1N=CC2=C(C1=O)N(C1=C2SC(=N1)CCC(=O)N)C ((6-((1H-indazol-4-yl)methyl)-4-methyl-5-oxo-5,6-dihydro-4H-thiazolo[5',4':4,5]pyrrolo[2,3-d]pyridazin-2-yl)methyl)acetamide